BrCCCCCCOC1=CC(=C(C(=C1)F)[C@H]1N([C@@H](CC2=C1NC1=CC=CC=C21)C)CC(C)(C)F)F (1R,3R)-1-(4-((6-Bromohexyl)oxy)-2,6-difluorophenyl)-2-(2-fluoro-2-methylpropyl)-3-methyl-2,3,4,9-tetrahydro-1H-pyrido[3,4-b]indole